9-bromo-5-iodo-11-methylimidazo[1,5-a][1,2,4]triazolo[4,3-c]quinazoline BrC1=CC(=CC=2C=3N(C=4N(C12)C=NC4I)C=NN3)C